ClC1=CC=NC=2[C@@H](CC[C@H](C12)C)O[Si](C(C)C)(C(C)C)C(C)C (5R,8R)-4-chloro-5-methyl-8-{[tris(propan-2-yl)silanyl]oxy}-5,6,7,8-tetrahydroquinoline